C(=O)O.C(C)(C)C1=NN(C(C=2N1C1=C(C2)C=CS1)=O)CC(=O)NC1=CC=C2C=NN(C2=C1)C 2-(8-Isopropyl-5-oxothieno[3',2':4,5]pyrrolo[1,2-d][1,2,4]triazin-6(5H)-yl)-N-(1-methyl-1H-indazol-6-yl)acetamide formate salt